tetrathionine C1/C=C\C=C/SSSS1